C(C)(C)(C)OC(=O)N1[C@H](C[C@@H](C1)C1=CC=CC=C1)C(N[C@H](C(=O)NCC1=C(C=C(C=C1)C(NC(=O)OC(C)(C)C)=N)Cl)C)=O (2R,4R)-2-(((S)-1-((4-(N-(tert-butoxycarbonyl)amidino)-2-chlorobenzyl)amino)-1-oxoprop-2-yl)carbamoyl)-4-phenylpyrrolidine-1-carboxylic acid tert-butyl ester